Cl.CN1C2=NC(=NC(=C2N=C1)N)OCCC 9-methyl-2-propoxy-9H-purin-6-amine hydrochloride